methyl 3-[2-[[(1R)-1-(3,4-dimethoxyphenyl)ethyl]carbamoyl]-4-piperazin-1-yl-phenyl]propanoate hydrochloride salt Cl.COC=1C=C(C=CC1OC)[C@@H](C)NC(=O)C1=C(C=CC(=C1)N1CCNCC1)CCC(=O)OC